ClC1=C(C=CC=C1)[C@H]1CC[C@H](N1C(C1=CC=C(C=C1)C1=CN=CO1)=O)C(=O)O (2S,5R)-5-(2-chlorophenyl)-1-(4-(oxazol-5-yl)benzoyl)pyrrolidine-2-carboxylic acid